CC(C)OC(NC=1SC=2CN(CCC2N1)C1=NC(=NO1)C1CCC(CC1)(F)F)=O {5-[3-(4,4-difluorocyclohexyl)-1,2,4-oxadiazol-5-yl]-4,5,6,7-tetrahydro[1,3]thiazolo[5,4-c]pyridin-2-yl}carbamic acid prop-2-yl ester